ClC1=C(CN2CCN(C3=CC=CC=C23)C(CCN2CCN(CC2)C)=O)C=CC=C1 1-(4-(2-Chlorobenzyl)-3,4-dihydroquinoxalin-1(2H)-yl)-3-(4-methylpiperazin-1-yl)propan-1-one